4-(4-(pyrimidin-2-yl)piperazin-1-yl)phenol N1=C(N=CC=C1)N1CCN(CC1)C1=CC=C(C=C1)O